3-chloro-2-hydroxypropyldimethyldodecylammonium chloride salt [Cl-].ClCC(C[N+](CCCCCCCCCCCC)(C)C)O